trimethylene bis(4-aminobenzoate) NC1=CC=C(C(=O)OCCCOC(C2=CC=C(C=C2)N)=O)C=C1